((2,7-diiodo-9H-fluorene-9,9-diyl)bis(5-methyl-6-(oxiran-2-ylmethoxy)-3,1-phenylene))dimethanol IC1=CC=2C(C3=CC(=CC=C3C2C=C1)I)(C=1C=C(C(=C(C1)C)OCC1OC1)CO)C=1C=C(C(=C(C1)C)OCC1OC1)CO